Cl[SiH](Cl)CCB(CC[SiH](Cl)Cl)CC[SiH](Cl)Cl tris(dichlorosilylethyl)borane